tert-butyl 4-(6-oxo-5,6-dihydropyrido[2,3-b]pyrazin-7-yl)piperazine-1-carboxylate O=C1C(=CC=2C(=NC=CN2)N1)N1CCN(CC1)C(=O)OC(C)(C)C